4-((2-(2-(1H-tetrazol-5-yl)phenyl)-6-(benzyl(isobutyl)amino)pyridin-4-yl)amino)-2-methylbenzonitrile N1N=NN=C1C1=C(C=CC=C1)C1=NC(=CC(=C1)NC1=CC(=C(C#N)C=C1)C)N(CC(C)C)CC1=CC=CC=C1